S(C1=CC=C(C=C1)S)C1=CC=C(C=C1)S 4,4'-thio-diphenyl mercaptan